FC1=CC=C(C=C1)C(N1C(N(CC1)CC=1C=C2CN(C(C2=CC1)=O)C1C(NC(CC1)=O)=O)=O)C1=CC=C(C=C1)F 3-(5-((3-(bis(4-fluorophenyl)methyl)-2-oxoimidazolidin-1-yl)methyl)-1-oxoisoindolin-2-yl)piperidine-2,6-dione